Benzyl-tributylammonium bromide [Br-].C(C1=CC=CC=C1)[N+](CCCC)(CCCC)CCCC